The molecule is a sesquiterpenoid that is 2-methylheptan-4-one substituted by a 4-methylphenyl group at position 6. It has been isolated from Peltophorum dasyrachis. It has a role as a plant metabolite and an EC 3.1.1.7 (acetylcholinesterase) inhibitor. It is a sesquiterpenoid, a ketone and a member of toluenes. CC1=CC=C(C=C1)[C@@H](C)CC(=O)CC(C)C